FC=1C=C(C#N)C=C(C1)OC1=C2C=3C(C(C(C3C=C1)(F)F)(F)F)(C(C2=O)F)O 3-fluoro-5-(1,1,2,2,3-pentafluoro-2a-hydroxy-4-oxo-2,2a,3,4-tetrahydro-1H-cyclopenta[cd]inden-5-yloxy)-benzonitrile